4-(dimethylamino)isophthalaldehyde CN(C1=C(C=C(C=O)C=C1)C=O)C